3-Aminopropyl(diethoxymethoxysilan) NCCC[SiH2]OC(OCC)OCC